FC1=C(C(=CC(=C1)NCCNCCO)F)N1C=2C=C(N=CC2C=2C=C(C=NC2N(C1=O)CC)F)C#N 8-[2,6-difluoro-4-({2-[(2-hydroxyethyl)amino]ethyl}amino)phenyl]-10-ethyl-14-fluoro-9-oxo-4,8,10,12-tetraazatricyclo[9.4.0.02,7]pentadeca-1(11),2(7),3,5,12,14-hexaene-5-carbonitrile